4-((S)-4-acryloyl-2-methylpiperazin-1-yl)-7-(2,3-difluoro-6-hydroxyphenyl)-6-fluoro-1-(2-isopropyl-4-(methylthio)pyridin-3-yl)pyrido[2,3-d]pyrimidin-2(1H)-one C(C=C)(=O)N1C[C@@H](N(CC1)C=1C2=C(N(C(N1)=O)C=1C(=NC=CC1SC)C(C)C)N=C(C(=C2)F)C2=C(C(=CC=C2O)F)F)C